C1(CC1)NS(=O)(=O)C1=CC(=C(C=C1)OCC)NC1=NC2=C(N1)C=CC=C2C(F)(F)F N-cyclopropyl-4-ethoxy-3-((4-(trifluoromethyl)-1H-benzo[d]imidazol-2-yl)amino)benzenesulfonamide